C(C)(C)(C)[S@@](=O)N([C@H](C)C1=NC=C(C(=C1)B(O)O)OC)CC (2-((R)-1-(((R)-tert-butylsulfinyl)(ethyl)amino)ethyl)-5-methoxypyridin-4-yl)boronic acid